N-(4-ethylphenyl)-4-((1-methyl-2-oxo-1,2-dihydroquinolin-4-yl)oxy)butanamide C(C)C1=CC=C(C=C1)NC(CCCOC1=CC(N(C2=CC=CC=C12)C)=O)=O